5-(1-(2,2-difluoroethyl)-2-methyl-1H-imidazo[4,5-b]pyridin-6-yl)-N-(trans-4-morpholinocyclohexyl)pyrrolo[2,1-f][1,2,4]triazin-2-amine FC(CN1C(=NC2=NC=C(C=C21)C=2C=CN1N=C(N=CC12)N[C@@H]1CC[C@H](CC1)N1CCOCC1)C)F